(1r,2S,5S)-N-[(2S)-4-(benzyloxy)-3-oxo-1-[(3S)-2-oxopiperidin-3-yl]butan-2-yl]-6,6-dimethyl-3-azabicyclo[3.1.0]hexane-2-carboxamide hydrochloride Cl.C(C1=CC=CC=C1)OCC([C@H](C[C@H]1C(NCCC1)=O)NC(=O)[C@@H]1[C@H]2C([C@H]2CN1)(C)C)=O